FC1=C(C=CC(=C1)C1=NC=NN2C1=CC(=C2)CCO)CNC(OC(C)(C)C)=O tert-butyl N-[[2-fluoro-4-[6-(2-hydroxyethyl)pyrrolo[2,1-f][1,2,4]triazin-4-yl]phenyl]methyl]carbamate